The molecule is an imine that is 4-methylidenecyclohexa-2,5-dien-1-imine in which the hydrogens of the methylidene group are replaced by 4-aminophenyl and 3-methyl-4-aminophenyl groups. The monohydrochloride salt is the histological dye 'rosanilin'. It has a role as a histological dye, a fluorochrome and a carcinogenic agent. It is an imine and a substituted aniline. It is a conjugate base of a rosanilin(1+). CC1=CC(=C(C2=CC=C(C=C2)N)C3=CC=C(C=C3)N)C=CC1=N